(R)-4-chloro-N-((1-ethylpyrrolidine-2-yl)methyl)phthalazin-1-amine ClC1=NN=C(C2=CC=CC=C12)NC[C@@H]1N(CCC1)CC